ClC1=CC2=C(N(C(NC2=O)=O)C=2C(=NC=CC2C)C2CC2)N=C1Cl 6,7-dichloro-1-(2-cyclopropyl-4-methylpyridin-3-yl)pyrido[2,3-d]Pyrimidine-2,4(1H,3H)-dione